C1(=CC=CC=C1)NC(C(=O)NC1=CC=CC=C1)=O N1,N2-diphenyloxalamide